COC1=CC=C(C=CC2=CC=CC(=C2)O)C=C1 4'-methoxy-5-hydroxy-stilbene